benzo[b]thiophene-2-carbaldehyde S1C2=C(C=C1C=O)C=CC=C2